N1=CC=CC2=CC(=CC=C12)CC(=O)NC1=CC(=NC=C1)C(=O)NC1CCOCC1 4-[[2-(6-quinolinyl)acetyl]amino]-N-tetrahydropyran-4-yl-pyridine-2-carboxamide